tert-butyl 3-(7-chloro-3-(4-(trifluoromethoxy)phenyl)-1H-pyrazolo[4,3-b]pyridin-1-yl)azetidine-1-carboxylate ClC1=C2C(=NC=C1)C(=NN2C2CN(C2)C(=O)OC(C)(C)C)C2=CC=C(C=C2)OC(F)(F)F